BrC1=C(C(=CC2=C1C[C@](O2)(C2=CC=CC=C2)[C@@H]2NCC=CC2)F)Cl (R)-2-((S)-4-bromo-5-chloro-6-fluoro-2-phenyl-2,3-dihydrobenzofuran-2-yl)-1,2,3,6-tetrahydropyridine